5-(benzyloxy)-3-(4-(methoxymethylene)cyclohexyl)pyrazolo[1,5-a]pyridine C(C1=CC=CC=C1)OC1=CC=2N(C=C1)N=CC2C2CCC(CC2)=COC